NCC=1C=C(C=CC1)C=1C=C(C2=C(C=C(O2)COC2=C(C=CC=C2)CC(=O)O)C1)C1=CC(=CC=C1)CN 2-(2-((5,7-bis(3-(aminomethyl)phenyl)benzofuran-2-yl)methoxy)phenyl)acetic acid